NC1=NC(=NC=C1)C=1C=NN(C1OCC(CNC1=C(C=NC(=C1)Cl)C1=NC=C(C=C1)C(C(F)(F)F)(C)O)(C)C)C 2-(4'-((3-((4-(4-aminopyrimidin-2-yl)-1-methyl-1H-pyrazol-5-yl)oxy)-2,2-dimethylpropyl)amino)-6'-chloro-[2,3'-bipyridin]-5-yl)-1,1,1-trifluoropropan-2-ol